C1(CC1)CNC(C=1C=CC(=C(C1)NC(=O)C1=CC(=NN1C=1C=C(CNC(OC(C)(C)C)=O)C=CC1)C(F)(F)F)F)C1=CC=CC=C1 tert-Butyl 3-(5-(5-((cyclopropylmethylamino)(phenyl)methyl)-2-fluorophenylcarbamoyl)-3-(trifluoromethyl)-1H-pyrazol-1-yl)benzylcarbamate